N-[4-(carbamimidamidomethyl)phenyl]-4-(1-carbamimidoyl-1,2,3,6-tetrahydropyridin-4-yl)thiophene-2-carboxamide N(C(=N)N)CC1=CC=C(C=C1)NC(=O)C=1SC=C(C1)C=1CCN(CC1)C(N)=N